C(CCC)N1C(N(C(C(C1=O)=C(N)N)=O)C1CCC2(CC(C2)N2C(N(C(C23CCCCC3)=O)COCC[Si](C)(C)C)=O)CC1)=O 1-butyl-5-(diaminomethylene)-3-(2-(2,4-dioxo-3-((2-(trimethylsilyl)ethoxy)methyl)-1,3-diazaspiro[4.5]decan-1-yl)spiro[3.5]nonan-7-yl)pyrimidine-2,4,6(1H,3H,5H)-trione